(S)-3-((3-Fluorobenzyl)oxy)-6,7,8,9,9a,10-hexahydro-1H-pyrido[1',2':3,4]imidazo[1,2-c]pyrimidin-1-one FC=1C=C(COC=2C=C3N(C(N2)=O)C[C@H]2N3CCCC2)C=CC1